2-(4-fluorobenzylidene)malononitrile FC1=CC=C(C=C(C#N)C#N)C=C1